periodOoxide IOI